5-((cyclobutylmethyl)thio)-2-(5-fluoropyridin-3-yl)-2H-indazole C1(CCC1)CSC1=CC2=CN(N=C2C=C1)C=1C=NC=C(C1)F